COC1=NC2=CC(=CC(=C2N=C1)C=1SC2=C(N1)C=CC1=C2CC(O1)CNC(OC1=CC=CC=C1)=O)C Phenyl ((2-(2-methoxy-7-methylquinoxalin-5-yl)-7,8-dihydrobenzofuro[5,4-d]thiazol-7-yl)methyl)carbamate